FC1=CC=C(C=C1)[C@@H]1CC[C@H]2OC3(C(N21)=O)CC(C3)OCC=3C=NC=CC3 (5'S,7a'R)-5'-(4-fluorophenyl)-3-[(pyridin-3-yl)methoxy]tetrahydro-3'H-spiro[cyclobutane-1,2'-pyrrolo[2,1-b][1,3]oxazol]-3'-one